tert-butyl (2S,5S)-2-[2-(4-{3-[(3-fluoro-2-methoxyphenyl)amino]-4-oxo-1H,5H,6H,7H-pyrrolo[3,2-c]pyridin-2-yl}pyridin-3-yl)ethynyl]-5-methylpyrrolidine-1-carboxylate FC=1C(=C(C=CC1)NC1=C(NC2=C1C(NCC2)=O)C2=C(C=NC=C2)C#C[C@H]2N([C@H](CC2)C)C(=O)OC(C)(C)C)OC